FC(C=1C=C2C=3C(CC(CC3N(C2=CC1)NC(C)=O)(C)C)=O)(F)F N-(6-trifluoromethyl-2,2-dimethyl-4-oxo-1,2,3,4-tetrahydro-9H-carbazol-9-yl)acetamide